ClC1=C(C=C(C=C1)F)C1NC(C2=C3C(=CC(=C12)C1=C(C(=O)N)C=C(C=C1C(F)(F)F)F)N(C(OC3)=O)CC(F)F)=O [7-(2-chloro-5-fluorophenyl)-4-(2,2-difluoroethyl)-3,9-dioxo-1,3,4,7,8,9-hexahydro[1,3]oxazino[5,4-e]isoindol-6-yl]-5-fluoro-3-(trifluoromethyl)benzamide